(S)-N-(5-(3-(5-(4-(acetamidomethyl)phenyl)thiazol-2-yl)azetidine-1-carbonyl)thiophen-2-yl)pyrrolidine-2-carboxamide C(C)(=O)NCC1=CC=C(C=C1)C1=CN=C(S1)C1CN(C1)C(=O)C1=CC=C(S1)NC(=O)[C@H]1NCCC1